(R)-3-(7-iodo-5H-pyrrolo[2,3-b]pyrazin-2-yl)-N-methyl-5-(2-methylpyrrolidin-1-yl)benzenesulfonamide IC1=CNC2=NC=C(N=C21)C=2C=C(C=C(C2)N2[C@@H](CCC2)C)S(=O)(=O)NC